N1(N=NN=C1)C[C@H](C)OC1=C(C#N)C=CC(=C1)C=1C=NC(=NC1)NC=1C(=NN(C1)C1CCC(CC1)N1C[C@@H](O[C@@H](C1)C)C)OCCCOC([2H])([2H])[2H] 2-(((S)-1-(1H-tetrazol-1-yl)propan-2-yl)oxy)-4-(2-((1-((1r,4r)-4-((2S,6R)-2,6-dimethylmorpholino)cyclohexyl)-3-(3-(methoxy-d3)propoxy)-1H-pyrazol-4-yl)amino)pyrimidin-5-yl)benzonitrile